5-(2-ethoxy-3-pyridinyl)-1-isopropyl-N-[(3-methylisoxazol-5-yl)methyl]pyrazolo[4,3-b]pyridin-7-amine C(C)OC1=NC=CC=C1C1=CC(=C2C(=N1)C=NN2C(C)C)NCC2=CC(=NO2)C